COC1=CC=C(C=C1)CN1N=CC2=C1C(N(C=C2B2OC(C(O2)(C)C)(C)C)C)=O 1-[(4-methoxyphenyl)methyl]-6-methyl-4-(4,4,5,5-tetramethyl-1,3,2-dioxaborolan-2-yl)pyrazolo[3,4-c]pyridin-7-one